ClC1=CC(=C(COC=2C=CC=C3C4=C(NC23)CN(CC4)C(=O)OC(C)(C)C)C=C1)F tert-Butyl 8-((4-Chloro-2-fluorobenzyl)oxy)-1,3,4,9-tetrahydro-2H-pyrido[3,4-b]indole-2-carboxylate